C(CCCCCCC\C=C/CCCCCCCC)N(C(=O)C1OCC(O1)CN(C)C)CCCCCCCC\C=C/CCCCCCCC 2-dioleylcarbamoyl-4-dimethylaminomethyl-[1,3]-dioxolane